COC=1C=C(C=CC1OC)C1=CN=C(O1)N 5-(3,4-dimethoxyphenyl)oxazol-2-amine